2-(3-methyl-1H-pyrazol-1-yl)succinic acid CC1=NN(C=C1)C(C(=O)O)CC(=O)O